O=CC(=O)[O-].C(CCC)[Sn+2]CCCC.O=CC(=O)[O-] dibutyl-tin oxoacetate